CCCCCCC(S)S heptanedithiol